(R)-3-(5-(1-aminoisoquinolin-5-yl)-3-((2-(2-ethoxy-2-oxoethyl)phenoxy)methyl)-1H-indazol-1-yl)pyrrolidine-1-carboxylic acid isobutyl ester C(C(C)C)OC(=O)N1C[C@@H](CC1)N1N=C(C2=CC(=CC=C12)C1=C2C=CN=C(C2=CC=C1)N)COC1=C(C=CC=C1)CC(=O)OCC